COC([O-])=O.CN1C(=[N+](C=C1)C)C 1,2,3-Trimethylimidazolium methylcarbonat